3-fluoro-5,6-dihydro-7H-cyclopenta[B]pyridin-7-one FC=1C=C2C(=NC1)C(CC2)=O